Cl.N1CCC2CN(CCC21)C2=CC=C1C(=NN(C1=C2)C)C2C(NC(CC2)=O)=O 3-[6-(1,2,3,3a,4,6,7,7a-octahydropyrrolo[3,2-c]pyridin-5-yl)-1-methyl-indazol-3-yl]piperidine-2,6-dione hydrochloride